BrC1=C2C=NN(C2=CC(=C1I)Cl)C1OCCCC1 4-Bromo-6-chloro-5-iodo-1-(tetrahydro-2H-pyran-2-yl)-1H-indazole